3-buten-1-yl-isobenzofuran sec-Butylacetat C(C)(CC)OC(C)=O.C(=CCC)C=1OC=C2C=CC=CC12